ClC1=NC=CC=C1C1=NOC(=N1)C1=CC2=C(N(N=N2)CC2CC2)C=C1 5-[3-(2-chloropyridin-3-yl)-1,2,4-oxadiazol-5-yl]-1-(cyclopropylmethyl)-1H-1,2,3-benzotriazole